N-(5,6-difluoro-1H-indol-3-yl)-1-(6-(4,4-difluoropiperidin-1-yl)-5-fluoropyridin-3-yl)-1H-1,2,3-triazole-4-carboxamide FC=1C=C2C(=CNC2=CC1F)NC(=O)C=1N=NN(C1)C=1C=NC(=C(C1)F)N1CCC(CC1)(F)F